(1R,2R)-2-fluoro-N-(5-(4-methyl-6-propionylpyridin-3-yl)thiazolo[4,5-e][1,2,4]triazolo[1,5-a]pyridin-2-yl)cyclopropane-1-carboxamide F[C@H]1[C@H](C1)C(=O)NC=1SC2=C(C=C(C=3N2N=CN3)C=3C=NC(=CC3C)C(CC)=O)N1